1-(2,2-dihydroxymethyl-3-[18F]fluoropropyl)-2-nitroimidazole OCC(CN1C(=NC=C1)[N+](=O)[O-])(C[18F])CO